[Ta+5].[O-2].[Ti+4] Titanium oxide Tantalum